C1(=CC=CC=C1)CCO (R)-phenylethyl alcohol